N-cyclopropyl-3-[[5-[2,6-dichloro-4-[6-(difluoromethyl)-3,5-dioxo-1,2,4-triazin-2-yl]phenoxy]-2-[(4-methoxyphenyl)methoxy]phenyl]sulfonylamino]cyclobutanecarboxamide C1(CC1)NC(=O)C1CC(C1)NS(=O)(=O)C1=C(C=CC(=C1)OC1=C(C=C(C=C1Cl)N1N=C(C(NC1=O)=O)C(F)F)Cl)OCC1=CC=C(C=C1)OC